N-(2-iodo-4-(perfluoropropan-2-yl)-6-((trifluoromethyl)sulfonyl)phenyl)benzamide IC1=C(C(=CC(=C1)C(C(F)(F)F)(C(F)(F)F)F)S(=O)(=O)C(F)(F)F)NC(C1=CC=CC=C1)=O